C(CC)(=O)N1C=CC2=CC(=CC=C12)N1CC(C1)C(=O)O 1-(1-propionylindol-5-yl)azetidine-3-carboxylic acid